ClC1=CC=C(C=C1)N1C(=NC(=C1)C1=CC=CC=C1)S(=O)CC(=O)NC1=C(C(=CC=C1)OC)C 2-((1-(4-chlorophenyl)-4-phenyl-1H-imidazol-2-yl)sulfinyl)-N-(3-methoxy-2-methylphenyl)acetamide